8-({5-[(1R,4S)-2-Azabicyclo[2.2.1]heptan-2-carbonyl]-6-(2,2-difluoroethoxy)pyridin-2-yl}amino)-6-{[(1R,2R)-2-hydroxycyclohexyl]amino}imidazo[1,2-b]pyridazin-3-carbonitril [C@@H]12N(C[C@@H](CC1)C2)C(=O)C=2C=CC(=NC2OCC(F)F)NC=2C=1N(N=C(C2)N[C@H]2[C@@H](CCCC2)O)C(=CN1)C#N